1-[9-(4,6-Diphenyl-[1,3,5]triazin-2-yl)-dibenzofuran-2-yl]-9-phenyl-4H-naphtho[1,2,3,4-def]carbazol C1(=CC=CC=C1)C1=NC(=NC(=N1)C1=CC=CC=C1)C1=CC=CC2=C1C1=C(O2)C=CC(=C1)C1=CC=C2NC=3C=CC=C4C3C2=C1C1=CC=C(C=C14)C1=CC=CC=C1